4-(2-chloro-1H-pyrrolo[2,3-b]pyridin-5-yl)-N-(2,2,2-trifluoroethyl)-thiophene-2-carboxamide ClC1=CC=2C(=NC=C(C2)C=2C=C(SC2)C(=O)NCC(F)(F)F)N1